1-bromo-3-ethyl-4-fluoro-2-methoxy-benzene BrC1=C(C(=C(C=C1)F)CC)OC